6-methylbenzo[d]thiazol-2-amine CC1=CC2=C(N=C(S2)N)C=C1